IC=1C=C(C=CC1OC)C1=C(N=CN1COCC[Si](C)(C)C)C(=O)O 5-(3-iodo-4-methoxyphenyl)-1-((2-(trimethylsilyl)ethoxy)methyl)-1H-imidazole-4-carboxylic acid